FC1=C(C=C(C=C1)OC)C1=C(C=C(C=C1)COC=1C=C(C=CC1)C(CP(O)(=O)C)C)[C@H](C(C)(C)C)OC (2-(3-((2'-fluoro-5'-methoxy-2-((S)-1-methoxy-2,2-dimethylpropyl)-[1,1'-biphenyl]-4-yl)methoxy)phenyl)propyl)(methyl)phosphinic acid